((5-BROMO-2-(ETHOXYCARBONYL)BENZO[B]THIOPHEN-6-YL)DIFLUOROMETHYL)PHOSPHONATE BrC1=CC2=C(SC(=C2)C(=O)OCC)C=C1C(F)(F)P([O-])([O-])=O